6-(4-amino-1-tert-butyl-pyrazolo[3,4-d]pyrimidin-3-yl)-N-(1,2,4-thiadiazol-5-yl)-1H-indole-2-carboxamide NC1=C2C(=NC=N1)N(N=C2C2=CC=C1C=C(NC1=C2)C(=O)NC2=NC=NS2)C(C)(C)C